CC1=C(C=C(C(=C1)OC1=CC(=CC=C1)SCC(C(F)F)(F)F)C)N=CN(C)CC N'-(2,5-dimethyl-4-{3-[(2,2,3,3-tetrafluoro-propyl)sulfanyl]phenoxy}phenyl)-N-ethyl-N-methylimidoformamide